N=1C=C(N2N=CC=CC21)C#CC=2C=C(C(=O)NC1=CC(=C(C=C1)CN1CCN(CC1)C)C(F)(F)F)C=CC2C 3-(imidazo[1,2-b]pyridazin-3-ylethynyl)-4-methyl-N-(4-((4-methylpiperazin-1-yl)methyl)-3-(trifluoromethyl)phenyl)benzamide